NCC1=NNC(C2=C(C=C(C=C12)C=1C=NN(C1)C)C#C)=O 4-(4-(Aminomethyl)-8-ethynyl-1-oxo-1,2-dihydrophthalazin-6-yl)-1-methyl-1H-pyrazole